FC1=C(N=CC2=C1N=C(N=C2N2C[C@H]1C[C@H]([C@@H](C2)C1)O)OC[C@]12CCCN2C[C@@H](C1)F)C1=CC=CC2=CC=CC=C12 (1R,5r,6r)-3-(8-fluoro-2-(((2r,7as)-2-fluoro-hexahydro-1H-pyrrolizin-7a-yl)methoxy)-7-(naphthalen-1-yl)pyrido[4,3-d]pyrimidin-4-yl)-3-azabicyclo[3.2.1]octan-6-ol